FC1=C(C=C(C=C1)NC(C1=C(C=CC(=C1)C(F)(F)F)OC1=C(C=C(C=C1)F)C)=O)C(C1C(N(CC1)C(=O)[O-])=O)O 3-((2-Fluoro-5-(2-(4-fluoro-2-methylphenoxy)-5-(trifluoromethyl)benzamido)phenyl)(hydroxy)methyl)-2-Oxopyrrolidine-1-carboxylate